NC=1SC2=C(N1)C(=CC(=C2)C(=O)OC)OCC methyl 2-amino-4-ethoxy-1,3-benzothiazole-6-carboxylate